ClC1=CC2=C(N(C(N=C2N2[C@H](CN(CC2)C(C=C)=O)C)=O)C=2C(=NC=CC2C)C(C)C)N=C1C1=C(C=CC(=C1)OC(F)(F)F)F (M)-6-chloro-7-(2-fluoro-5-(trifluoromethoxy)phenyl)-1-(4-methyl-2-(2-propanyl)-3-pyridinyl)-4-((2S)-2-methyl-4-(2-propenoyl)-1-piperazinyl)pyrido[2,3-d]pyrimidin-2(1H)-one